C(CCC)C1=C(C(=C(C(=N1)O)C(=O)N1CCN(CCC1)C1=NN=NN1C1=CC=CC=C1)O)C1=C(C=CC=C1OC)OC 6-butyl-5-(2,6-dimethoxyphenyl)-3-[4-(1-phenyl-1H-1,2,3,4-tetrazol-5-yl)-1,4-diazepan-1-carbonyl]pyridine-2,4-diol